C(C)(C)(C)OC(=O)N1C[C@@H](C(C1)=C)OC1=C(C=C(C=C1)C#N)OC(C)=O (R)-3-(2-acetoxy-4-cyanophenoxy)-4-methylenepyrrolidine-1-carboxylic acid tert-butyl ester